(2-methoxybenzyl)-6-methyl-1,3-dihydro-2H-benzo[d]imidazol-2-one COC1=C(CN2C(NC3=C2C=C(C=C3)C)=O)C=CC=C1